2,2-difluoro-2-methoxyethanamine hydrochloride Cl.FC(CN)(OC)F